C(CCC)(=O)OC1=C2C(=CNC2=CC=C1)CCN(C)CC=C 3-(2-(allyl (methyl) amino) ethyl)-1H-indol-4-yl butyrate